NCCCCCCNC=1C=C(C=CC1C(F)(F)F)C1=NN=CO1 5-{3-[(6-aminohexyl)amino]-4-(trifluoromethyl)phenyl}-1,3,4-oxadiazol